8-amino-1,2,4a,5-tetrahydro-4H-Benzo[b][1,4]oxazino[4,3-d][1,4]oxazine-9-carboxylic acid methyl ester COC(=O)C1=CC2=C(OCC3N2CCOC3)C=C1N